P(O)(O)O.N=O nitroxyl phosphite